4-bromo-1-iodo-2-(methylsulfanylmethyl)benzene BrC1=CC(=C(C=C1)I)CSC